C(CCC\C=C/C\C=C/C\C=C/C\C=C/CCCCC)(=O)N[C@@H](C)C(=O)O Arachidonoyl-alanine